C(CCC)N1C(C2=CN=CC=C2C(=C1)C1=CC(=C(CN2CCC(CC2)OC2CCN(CC2)C(COC=2C=CC(=C(C2)N2C(NC(CC2)=O)=O)C)=O)C(=C1)F)F)=O 1-(5-(2-(4-((1-(4-(2-butyl-1-oxo-1,2-dihydro-2,7-naphthyridin-4-yl)-2,6-difluorobenzyl)piperidin-4-yl)oxy)piperidin-1-yl)-2-oxoethoxy)-2-methylphenyl)dihydropyrimidine-2,4(1H,3H)-dione